1-(2-Iodobenzyl)cyclopropane-1-carbonitrile IC1=C(CC2(CC2)C#N)C=CC=C1